CC1=C(SC(=C1)C=1SC=CC1)C=1SC=CC1 3'-methyl-2,2':5',2''-terthiophene